CC1=C(C=C(C=C1)C(C)C)O 5-isopropyl-o-cresol